3-iodo-5-(2-fluoro-6-methoxyphenyl)-1H-pyrazolo[3,4-c]pyridine IC1=NNC2=CN=C(C=C21)C2=C(C=CC=C2OC)F